N-((1s,3s)-3-methoxycyclobutyl)-1-(6-(2-(methoxymethoxy)-4-(6-methoxypyridazin-4-yl)phenyl)pyridazin-3-yl)pyrrolidin-3-amine COC1CC(C1)NC1CN(CC1)C=1N=NC(=CC1)C1=C(C=C(C=C1)C1=CN=NC(=C1)OC)OCOC